2-Chloro-N-(1-methyl-1H-indazol-4-yl)-5-[({[1-(trifluoromethyl)cyclopropyl]carbonyl}amino)methyl]benzamide ClC1=C(C(=O)NC2=C3C=NN(C3=CC=C2)C)C=C(C=C1)CNC(=O)C1(CC1)C(F)(F)F